1-(benzyloxy)-3-bromo-5-(difluoromethyl)benzene C(C1=CC=CC=C1)OC1=CC(=CC(=C1)C(F)F)Br